sodium bisphenoxide [O-]C1=CC=CC=C1.[O-]C1=CC=CC=C1.[Na+].[Na+]